Cl.FC(C=1C(=C(C=CC1)[C@@H](C)NC1=CC(=NC2=CC=C(C=C12)C=1CCNCC1)C)F)F (R)-N-(1-(3-(difluoromethyl)-2-fluorophenyl)ethyl)-2-methyl-6-(1,2,3,6-tetrahydropyridin-4-yl)quinolin-4-amine hydrochloride